ClC1=C(C(=CC(=C1)C)Cl)C(=O)C1=CC=C(C=C1)Cl (4-chlorophenyl) (2,6-dichloro-4-methylphenyl) ketone